(S)-2-((2,3-dimethoxybenzyl)amino)-5,5-dimethylhexanoic acid COC1=C(CN[C@H](C(=O)O)CCC(C)(C)C)C=CC=C1OC